BrC=1C=CC=C2C(C(OCC12)C(=O)OC(=O)C1OCC2=C(C=CC=C2C1=O)Br)=O 8-bromo-4-oxoisochromane-3-carboxylic anhydride